(E)-N-(2-cyclopentylethyl)-6,7-difluoro-2,3,4,9-tetrahydro-1H-carbazole-1-imine C1(CCCC1)CC/N=C/1\CCCC=2C3=CC(=C(C=C3NC12)F)F